dipropane diacrylate C(C=C)(=O)O.C(C=C)(=O)O.CCC.CCC